(2s,5r)-5-(2-chlorophenyl)-1-(4-(5-(p-tolyl)-1H-1,2,3-triazol-1-yl)benzoyl)pyrrolidine-2-carboxylic acid ClC1=C(C=CC=C1)[C@H]1CC[C@H](N1C(C1=CC=C(C=C1)N1N=NC=C1C1=CC=C(C=C1)C)=O)C(=O)O